(3S)-tert-butyl 3-methyl-6-(2-(1,2,2-trimethylpiperidin-4-yl)benzo[d]thiazol-5-yl)-3,4-dihydropyridine-1(2H)-carboxylate C[C@@H]1CN(C(=CC1)C=1C=CC2=C(N=C(S2)C2CC(N(CC2)C)(C)C)C1)C(=O)OC(C)(C)C